C(CCC\C=C/CC)OC(CCC(=O)OCCCCCCN(CCCCCCCC(=O)OCCCCCC)CCO)OCCCC\C=C/CC hexyl 8-((6-((4,4-bis(((Z)-oct-5-en-1-yl)oxy)butanoyl)oxy)hexyl)(2-hydroxyethyl)amino)octanoate